C1C=CC2=CC(=CC=C12)S(=O)(=O)N 1H-indene-5-sulfonamide